(R)-3-hydroxy-4-(trimethylammonio)butanoic acid ethyl ester bromide [Br-].C(C)OC(C[C@H](C[N+](C)(C)C)O)=O